O1C(=CC=C1)C(=O)O\N=C\C1=C(C=CC(=C1)C)O (E)-2-hydroxy-5-methylbenzaldehyde O-furan-2-carbonyl oxime